2-[4-[N,3-dimethyl-5-(4-methylpiperazin-1-yl)anilino]phenoxy]pyrido[3,4-d]pyrimidin-4-ol CN(C1=CC(=CC(=C1)N1CCN(CC1)C)C)C1=CC=C(OC=2N=C(C3=C(N2)C=NC=C3)O)C=C1